(E)-3-((3,3-dibutyl-5-(4-(isopropylcarbamoyl)phenyl)-7-(methylsulfanyl)-1,1-dioxido-2,3,4,5-tetrahydro-1,5-benzothiazepin-8-yl)oxy)acrylic acid ethyl ester C(C)OC(\C=C\OC1=CC2=C(N(CC(CS2(=O)=O)(CCCC)CCCC)C2=CC=C(C=C2)C(NC(C)C)=O)C=C1SC)=O